CN(C(CC=1SC2=C(N1)C=C(C=C2)[C@@H]2N(C[C@H](CC2)C)C(C(=O)NC=2C1=C(C=NC2)C=NN1)=O)(C)C)C 2-((2R,5S)-2-(2-(2-(dimethylamino)-2-methylpropyl)benzo[d]thiazol-5-yl)-5-methylpiperidin-1-yl)-2-oxo-N-(1H-pyrazolo[4,3-c]pyridin-7-yl)acetamide